ClC1=NC=CC(=N1)C1=CN(C2=CC(=CC=C12)I)C 3-(2-Chloropyrimidin-4-yl)-6-iodo-1-methyl-1H-indole